(4-(3-fluoro-4-methylphenyl)thiophen-2-yl)(3,4,5-trimethoxyphenyl)methanone FC=1C=C(C=CC1C)C=1C=C(SC1)C(=O)C1=CC(=C(C(=C1)OC)OC)OC